C(C1=CC=CC=C1)C=1C(=NC=C(N1)C1=CC(=CC=C1)[N+](=O)[O-])N\C(\C(=O)OC(C)(C)C)=C/C=1OC=CC1 Tert-butyl (Z)-2-((3-benzyl-5-(3-nitrophenyl)pyrazin-2-yl)amino)-3-(furan-2-yl)acrylate